6-(4-(Hydroxymethyl)phenyl)nicotinonitrile OCC1=CC=C(C=C1)C1=NC=C(C#N)C=C1